C(CCCNCC(CNC(OC(C)(C)C)=O)F)NCC(CNC(OC(C)(C)C)=O)F di-tert-butyl ((butane-1,4-diylbis(azanediyl))bis(2-fluoropropane-3,1-diyl))dicarbamate